O=C1NC(CCC1N1C(C2=CC=C(C=C2C1=O)OCCCCCN1CC2(C1)CC(C2)OC2CN(C2)C2=NC=C(C=C2)C=2C=CC=1C3=C(N(C1C2)C)C=CN=C3)=O)=O 2-(2,6-dioxopiperidin-3-yl)-5-((5-(6-((1-(5-(5-methyl-5H-pyrido[4,3-b]indol-7-yl)pyridin-2-yl)azetidin-3-yl)oxy)-2-azaspiro[3.3]heptan-2-yl)pentyl)oxy)isoindoline-1,3-dione